N-(3-(N-(tert-butyl)sulfamoyl)-4-methoxyphenyl)-6-((1-hydroxy-2-methylpropan-2-yl)amino)-2-(6-azaspiro[2.5]octan-6-yl)nicotinamide C(C)(C)(C)NS(=O)(=O)C=1C=C(C=CC1OC)NC(C1=C(N=C(C=C1)NC(CO)(C)C)N1CCC2(CC2)CC1)=O